pyrazin-2(1H)-one-3-amine N1C(C(=NC=C1)N)=O